OCCN1C=C(C2=C1C=NN(C2=O)COCC[Si](C)(C)C)C 1-(2-hydroxyethyl)-3-methyl-5-((2-(trimethylsilyl)ethoxy)methyl)-1,5-dihydro-4H-pyrrolo[2,3-d]pyridazin-4-one